(2,3,5,6-tetrafluoro-4-((2-oxo-2-(pyridin-2-yl)ethyl)amino)benzyl)picolinamide potassium octadecenate C(C=CCCCCCCCCCCCCCCC)(=O)[O-].[K+].FC1=C(CC=2C(=NC=CC2)C(=O)N)C(=C(C(=C1F)NCC(C1=NC=CC=C1)=O)F)F